(E)-1-(3-(pyridazin-3-yl)acryloyl)-5,6-dihydropyridin-2(1H)-one N1=NC(=CC=C1)/C=C/C(=O)N1C(C=CCC1)=O